C(C)(=O)O[C@@H]1CC2=CC[C@H]3[C@@H]4CC(C[C@@]4(CC)CC[C@@H]3[C@]2(CC1)C)=O methyl-16-oxo-androst-5-ene-3β-ol acetate